NC=1C2=C(N=C(N1)C)N(C=C2)[C@H]2C([C@@]1([C@H](O2)[C@H](CC1)OC1=CC=C2C=C(C(=NC2=C1)N)Br)O)O (2R,3aS,6S,6aR)-2-(4-amino-2-methyl-7H-pyrrolo[2,3-d]pyrimidin-7-yl)-6-((2-amino-3-bromoquinolin-7-yl)oxy)hexahydro-3aH-cyclopenta[b]furan-3,3a-diol